C(C)(C)N(C(=O)[C@@H]1CN(CC[C@H]1NC(=O)C1=NOC(=C1)C1=C(C=C(C=C1)F)F)C1CCCCC1)C (3R,4R)-1-cyclohexyl-4-{[5-(2,4-difluoro-phenyl)-isoxazole-3-carbonyl]-amino}-piperidine-3-carboxylic acid isopropyl-methyl-amide